(2R,3R)-2-amino-3-phenylbutanoic acid hydrochloride Cl.N[C@@H](C(=O)O)[C@H](C)C1=CC=CC=C1